(S)-N-(3-chloro-4-(pyridin-2-ylmethoxy)phenyl)-7-((3-methylpyrrolidin-3-yl)ethynyl)-6-nitroquinazolin-4-amine ClC=1C=C(C=CC1OCC1=NC=CC=C1)NC1=NC=NC2=CC(=C(C=C12)[N+](=O)[O-])C#C[C@]1(CNCC1)C